CC1(OCCC1)C(=O)O 2-methyloxolane-2-carboxylic acid